2-((3'-(4-chloro-2-fluorobenzyloxy)-3-fluorobiphenyl-4-yl)methyl)-1-(2-fluoroethyl)-1H-benzo[d]imidazole-6-carboxylic acid ClC1=CC(=C(COC=2C=C(C=CC2)C2=CC(=C(C=C2)CC2=NC3=C(N2CCF)C=C(C=C3)C(=O)O)F)C=C1)F